C(C=CCCCCCCCC)(N)(N)N undecenetriamine